IC1=CC(=NC=C1)C(C#N)(C)C 2-(4-iodo-2-pyridinyl)-2-methyl-propionitrile